COC1=C(C=C(C=N1)CC(C(C)C)NC(OC(C)(C)C)=O)OCCCOC Tert-butyl (1-(6-methoxy-5-(3-methoxypropoxy)pyridin-3-yl)-3-methylbutan-2-yl)carbamate